(R)-2-(3-(6-methyl-5-(8-methyl-[1,2,4]triazolo[1,5-a]pyridin-6-yl)-2-oxo-2,3-dihydro-1H-benzo[d]imidazol-1-yl)piperidin-1-yl)acetamide CC=1C(=CC2=C(N(C(N2)=O)[C@H]2CN(CCC2)CC(=O)N)C1)C=1C=C(C=2N(C1)N=CN2)C